(4-amino-1,3-dihydrofuro[3,4-c][1,7]naphthyridin-8-yl)((4aS,9bS)-9-fluoro-7-(trifluoromethyl)-3,4,4a,9b-tetrahydrobenzofuro[3,2-b]pyridin-1(2H)-yl-2,2-d2)methanone NC1=NC=2C=NC(=CC2C2=C1COC2)C(=O)N2[C@@H]1[C@H](CCC2([2H])[2H])OC2=C1C(=CC(=C2)C(F)(F)F)F